NC([C@H](CCC(=O)OC(C)(C)C)N1C(C2=CC=C(C=C2C1)O[C@@H]1CN(CC1)CC=1C(=C2C=CC(=NC2=CC1)C1CCOCC1)F)=O)=O tert-butyl (S)-5-amino-4-(5-(((S)-1-((5-fluoro-2-(tetrahydro-2H-pyran-4-yl) quinolin-6-yl)methyl)pyrrolidin-3-yl)oxy)-1-oxoisoindolin-2-yl)-5-oxopentanoate